1-(2,2-dimethyl-6-methylcyclohexyl)-2-buten-1-one CC1(C(C(CCC1)C)C(C=CC)=O)C